C([C@@H](O)[C@H](O)CO)O |r| DL-Threitol